C(C1=CC=CC=C1)C(C1=CC=CC=C1)OC1=C(C=C(C=O)C=C1)OC1=CC=CC=C1 4-(benzylbenzyloxy)-3-phenoxybenzaldehyde